diisopropoxydi(ethoxyacetyl)titanium C(C)(C)O[Ti](C(COCC)=O)(C(COCC)=O)OC(C)C